2,6-dimethylbenzidine CC1=C(C(=CC(=C1)N)C)C1=CC=C(N)C=C1